N-(5-(((2R,5'S)-5-Cyclopropyl-5'-methyl-3H-spiro[furo[2,3-c]pyridine-2,3'-pyrrolidin]-1'-yl)methyl)thiazol-2-yl)acetamide C1(CC1)C=1C=C2C(=CN1)O[C@]1(CN([C@H](C1)C)CC1=CN=C(S1)NC(C)=O)C2